tert-butyl (2S,3R,4S)-2-((2-bromo-5-methylphenyl)carbamoyl)-3,4-dihydroxypyrrolidine-1-carboxylate BrC1=C(C=C(C=C1)C)NC(=O)[C@H]1N(C[C@@H]([C@@H]1O)O)C(=O)OC(C)(C)C